1-(9H-fluoren-9-yl)-3,6-dioxo-2,9-dioxa-4,7-diazadodecane-12-oic acid C1=CC=CC=2C3=CC=CC=C3C(C12)COC(NCC(NCOCCC(=O)O)=O)=O